quinolin-7-ol hydrobromide Br.N1=CC=CC2=CC=C(C=C12)O